C(C)(C)(C)OC(=O)N1C=CC2=C(C(=CC(=C12)C)OC)CN1[C@@H](CN(CC1)C(=O)OC(C)(C)C)C1=C(C=C(C=C1)C(=O)OC)OCCCCC=C.FC(F)(F)C#CC |r| trifluoromethyl-propyne (±)-tert-butyl-4-((4-(tert-butyloxycarbonyl)-2-(2-(hex-5-en-1-oxy)-4-(methoxycarbonyl)phenyl)piperazin-1-yl)methyl)-5-methoxy-7-methyl-1H-indole-1-carboxylate